6-fluoro-1-[4-[methyl-(p-tolylsulfonyl)amino]phenyl]-9H-pyrido[3,4-b]indole-3-carboxylic acid FC=1C=C2C3=C(NC2=CC1)C(=NC(=C3)C(=O)O)C3=CC=C(C=C3)N(S(=O)(=O)C3=CC=C(C=C3)C)C